cyanomethyl (((4-(2-(4-fluorophenyl)acetamido)benzyl)oxy)carbonyl)-L-isoleucinate FC1=CC=C(C=C1)CC(=O)NC1=CC=C(COC(=O)N[C@@H]([C@@H](C)CC)C(=O)OCC#N)C=C1